3,3-bis(4-hydroxyphenyl)phthalimide Tert-butyl-(3Z)-3-[(dimethylamino)methylidene]-2,4-dioxopyrrolidine-1-carboxylate C(C)(C)(C)OC(=O)N1C(\C(\C(C1)=O)=C/N(C)C)=O.OC1=CC=C(C=C1)C1(C2C(C(=O)NC2=O)=CC=C1)C1=CC=C(C=C1)O